(2-ethylpiperidinyl)(5-hexenyl)methylchlorosilane C(C)C1N(CCCC1)[Si](Cl)(C)CCCCC=C